(2-bromophenyl)(m-tolyl)methanone BrC1=C(C=CC=C1)C(=O)C=1C=C(C=CC1)C